3-Fluoro-5-(4-fluoropiperazin-1-yl)-2,3-dihydro-1,4-benzodioxine FC1OC2=C(OC1)C=CC=C2N2CCN(CC2)F